[rel-(2R,4S)-4-[(1R)-1-acetyloxy-2-(tert-butylamino)-2-oxoethyl]-1-benzylazetidin-2-yl]methyl acetate C(C)(=O)OC[C@@H]1N([C@@H](C1)[C@H](C(=O)NC(C)(C)C)OC(C)=O)CC1=CC=CC=C1 |o1:5,7|